(S)-quinuclidin-3-yl (5-(4-isobutoxyphenyl)-2,2-dimethyl-2,3-dihydro-1H-inden-1-yl)carbamate C(C(C)C)OC1=CC=C(C=C1)C=1C=C2CC(C(C2=CC1)NC(O[C@@H]1CN2CCC1CC2)=O)(C)C